COC1=C(C=CC=C1)P(C1=C(C=CC=C1)OC)CC(C(O)O)(C)CP(C1=C(C=CC=C1)OC)C1=C(C=CC=C1)OC 2,2-bis[bis-(2-methoxyphenyl)phosphinomethyl]-propanediol